3-(1-(Cyclopentylmethyl)-5-methyl-1H-pyrazol-4-yl)-6-(methyl-(5-methyl-6-(thiazolo[5,4-b]pyridin-2-ylamino)pyridazin-3-yl)amino)picolinic acid C1(CCCC1)CN1N=CC(=C1C)C=1C(=NC(=CC1)N(C=1N=NC(=C(C1)C)NC=1SC2=NC=CC=C2N1)C)C(=O)O